trimethylolpropane triisostearate CCC(COC(=O)CCCCCCCCCCCCCCC(C)C)(COC(=O)CCCCCCCCCCCCCCC(C)C)COC(=O)CCCCCCCCCCCCCCC(C)C